N-({6-[hydroxy(phenyl)methyl]imidazo[1,2-a]pyridin-2-yl}methyl)-1H-indazole-4-carboxamide OC(C=1C=CC=2N(C1)C=C(N2)CNC(=O)C=2C=1C=NNC1C=CC2)C2=CC=CC=C2